ClC=1C=C(C(=O)O)C=C(C1OC)S(NC1=C(C=CC(=C1)N1[C@H](CCC1)CCO)F)(=O)=O 3-chloro-5-[[2-fluoro-5-[(2R)-2-(2-hydroxyethyl)pyrrolidin-1-yl]phenyl]sulfamoyl]-4-methoxybenzoic acid